N-(3-methyl-2-(2-methylpyridin-4-yl)-1H-pyrrolo[3,2-c]pyridin-6-yl)cyclopropanecarboxamide CC1=C(NC2=C1C=NC(=C2)NC(=O)C2CC2)C2=CC(=NC=C2)C